BrC1=CC=C(O[C@H](C(=O)NOC2CCC2)C)C=C1 (2S)-2-(4-bromophenoxy)-N-cyclobutoxypropanamide